tert-butylbenzoyl-toluylsulfonamide C(C)(C)(C)N(S(=O)(=O)C1=C(C=CC=C1)C)C(C1=CC=CC=C1)=O